N-(3-(3-nitro-4-(1-(trifluoromethyl)-1,2,3,4-tetrahydroisoquinolin-6-yl)-1H-pyrazol-1-yl)phenyl)acrylamide Ammonium Dodecylbenzenesulfonate C(CCCCCCCCCCC)OS(=O)(=O)C1=CC=CC=C1.[NH4+].[N+](=O)([O-])C1=NN(C=C1C=1C=C2CCNC(C2=CC1)C(F)(F)F)C=1C=C(C=CC1)NC(C=C)=O